C(CCCCC)C=1[Se]C2=C(C1)C=CC=C2 2-hexylbenzoselenophene